BrC(C(=O)NC1=CN(C=C1)CC1=CC(=CC(=C1)F)F)C 2-bromo-N-(1-(3,5-difluorobenzyl)-1H-pyrrol-3-yl)propanamide